5-fluoro-5'-(quinolin-6-yl)-1,2-dihydro-3'H-spiro[indole-3,2'-[1,3,4]thiadiazol]-2-one FC=1C=C2C(=CC1)NC(C21SC(=NN1)C=1C=C2C=CC=NC2=CC1)=O